FC(C=1C=C(C=CC1C=1C=NNC1)C1=NNC(OC1)=O)F 5-[3-(Difluoromethyl)-4-(1H-pyrazol-4-yl)phenyl]-3,6-dihydro-2H-1,3,4-oxadiazin-2-one